NC1=C(C=C(C=C1)Cl)C1=CC(N2[C@@H](CC[C@@H]2C1)C(=O)OCC(=O)C1=C(C(=NC=C1)N(C(C)=O)C12CC(C1)C2)F)=O 2-(2-(N-(bicyclo[1.1.1]pentan-1-yl)acetamido)-3-fluoropyridin-4-yl)-2-oxoethyl (3S,8aR)-7-(2-amino-5-chlorophenyl)-5-oxo-1,2,3,5,8,8a-hexahydroindolizine-3-carboxylate